1'-(4-Iodo-1-methyl-1H-pyrazol-5-yl)spiro[cyclopentane-1,3'-indolin]-2'-one IC=1C=NN(C1N1C(C2(C3=CC=CC=C13)CCCC2)=O)C